C(C(=C)C)(=O)OCCCCS(=O)(=O)O 4-(methacryloyloxy)butylsulfonic acid